C1(=CC=CC=C1)C1(CCCC2=C1N=C(S2)N)N 4-phenyl-4,5,6,7-tetrahydrobenzothiazole-2,4-diamine